OC1CC(C1)NC1=NC=C2N=C(N(C2=N1)C1CCC(CC1)C(=O)N)NC1=C(C=C(C=C1Cl)Cl)Cl (1s,4s)-4-(2-((1s,3s)-3-hydroxycyclobutylamino)-8-(2,4,6-trichlorophenylamino)-9H-purin-9-yl)cyclohexanecarboxamide